6-fluoro-1-methyl-1H-indole-2-carboxylic acid methyl ester COC(=O)C=1N(C2=CC(=CC=C2C1)F)C